2-(2'-Ethyl-7'-oxo-5'H-spiro[cyclopropane-1,4'-thieno[2,3-c]pyridin]-6'(7'H)-yl)-N-(1-methyl-2-oxo-2,3-dihydro-1H-benzo[d]imidazol-5-yl)acetamide C(C)C1=CC2=C(C(N(CC23CC3)CC(=O)NC3=CC2=C(N(C(N2)=O)C)C=C3)=O)S1